2-[1-(benzenesulfonyl)-5-methoxyindol-3-yl]-N,N-dimethylethanamine C1(=CC=CC=C1)S(=O)(=O)N1C=C(C2=CC(=CC=C12)OC)CCN(C)C